CN1C(=NN=C1)CC1(COC1)C=1C=C(C=CC1)N1C(C2=CC=CC(=C2C1)C(F)(F)F)=O 2-[3-[3-[(4-methyl-1,2,4-triazol-3-yl)methyl]oxetan-3-yl]phenyl]-4-(trifluoromethyl)isoindolin-1-one